6-(2-(benzo[d][1,3]dioxol-5-yloxy)ethoxy)-2-bromo-3-(5-methylthiazol-4-yl)-1H-inden-1-one O1COC2=C1C=CC(=C2)OCCOC2=CC=C1C(=C(C(C1=C2)=O)Br)C=2N=CSC2C